FC1=CC=2N(C=C1)C(=CN2)C2=C1CNC(C1=C(C=C2)NC2=NC(=CC=C2)N2[C@@H]1[C@H](CC2)CNC1)=O 4-(7-fluoroimidazo[1,2-a]pyridin-3-yl)-7-((6-((3aR,6aR)-hexahydropyrrolo[3,4-b]pyrrol-1(2H)-yl)pyridin-2-yl)amino)isoindolin-1-one